6-[4-Tert-butyl-2-(4-fluoro-2-methoxy-phenoxy)-6-methyl-phenyl]-3-(ethoxymethyl)-2-methyl-1H-pyridin-4-one C(C)(C)(C)C1=CC(=C(C(=C1)C)C1=CC(C(=C(N1)C)COCC)=O)OC1=C(C=C(C=C1)F)OC